C1(CC1)C(=O)NC=1N=C2N(C(=CC=C2)C=2C=C(C=CC2)C2=CC=CC(=N2)P(O)(O)=O)C1 [6-[3-[2-(cyclopropanecarbonylamino)imidazo[1,2-a]pyridin-5-yl]phenyl]-2-pyridyl]phosphonic acid